ClC1=CC(=C2C(=N1)N=C(S2)N)OC 5-chloro-7-methoxythiazolo[4,5-b]pyridin-2-amine